10-bromo-8-(3-iodophenyl)-8-methyl-9-oxodecanenitrile BrCC(C(CCCCCCC#N)(C)C1=CC(=CC=C1)I)=O